N-[(1R,2S)-2-fluorocyclopropyl]-6-{4-[4-(hydroxymethyl)pyridin-2-yl]-2,3-dihydroindol-1-yl}-8-{[(4-methoxyphenyl)methyl](methyl)amino}imidazo[1,2-b]pyridazine-3-carboxamide F[C@@H]1[C@@H](C1)NC(=O)C1=CN=C2N1N=C(C=C2N(C)CC2=CC=C(C=C2)OC)N2CCC1=C(C=CC=C21)C2=NC=CC(=C2)CO